8-(1-aminoethyl)-2-(6,6-difluoro-3-azabicyclo[3.1.0]hexan-3-yl)-3,6-dimethylquinazolin-4(3H)-one NC(C)C=1C=C(C=C2C(N(C(=NC12)N1CC2C(C2C1)(F)F)C)=O)C